N1(CCNCC1)C1CC(NC1)=O 4-(piperazin-1-yl)-pyrrolidin-2-one